2,3,6-trichloro-1,3,5-triazine ClC1N=C(N=CN1Cl)Cl